6-bromo-7-chloronaphtho[1,2-b]benzofuran BrC1=CC=2C=CC=CC2C=2OC3=C(C21)C(=CC=C3)Cl